C(C1=CC=CC=C1)OC1=C(C=CC=2C=C3N(CCC4=CC5=C(C=C34)O[CH+]O5)CC12)OC 9-benzoxy-10-methoxy-5,6-dihydro-[1,3]dioxolo[4,5-g]isoquino[3,2-a]isoquinolinylium